3-[6-bromo-4-fluoro-1-(propan-2-yl)-1H-benzimidazol-2-yl]-3-hydroxypropyl acetate C(C)(=O)OCCC(O)C1=NC2=C(N1C(C)C)C=C(C=C2F)Br